N-(1-(3-(3-carbamoylphenyl)-1,2,4-oxadiazol-5-yl)ethyl)-1-methyl-3-(trifluoromethyl)-1H-pyrazole-5-carboxamide C(N)(=O)C=1C=C(C=CC1)C1=NOC(=N1)C(C)NC(=O)C1=CC(=NN1C)C(F)(F)F